tin-indium-gold [Au].[In].[Sn]